C(C)OC1=C(C=CC=C1)P(C1=CC=CC=C1)(C1=CC=CC=C1)=CC=O ethoxy(formylmethylene)triphenylphosphorane